C(C)(C)(C)C=1C=C(C=NC1)NC(=O)C1=CSC=2CN(CCC21)C(=O)C2=CN=C1N2C=CC=C1 N-(5-(tert-butyl)pyridin-3-yl)-6-(imidazo[1,2-a]pyridine-3-carbonyl)-4,5,6,7-tetrahydrothieno[2,3-c]pyridine-3-carboxamide